NC=1C(=NC(=C(N1)F)C1=CC=C(C=C1)N1CCN(CC1)C(C)C)C1=CC=C2C(CN(C3(C2=C1)CC3)C(=O)OC(C)(C)C)=O tert-butyl 7'-(3-amino-5-fluoro-6-(4-(4-isopropylpiperazin-1-yl)phenyl)pyrazin-2-yl)-4'-oxo-3',4'-dihydro-2'H-spiro[cyclopropane-1,1'-isoquinoline]-2'-carboxylate